C1(CC1)C1=NN2C(N(C(C(CC2)NC(=O)C2=NN(C=N2)CC2=CC(=NC=C2)C)=O)C)=C1 N-(2-cyclopropyl-4-methyl-5-oxo-5,6,7,8-tetrahydro-4H-pyrazolo[1,5-a][1,3]diazepin-6-yl)-1-((2-methylpyridin-4-yl)methyl)-1H-1,2,4-triazole-3-carboxamide